(S)-N-((R or S)-(3-chloro-4-fluorophenyl)(1-methyl-3-(trifluoromethyl)-1H-pyrazol-5-yl)methyl)-2-oxooxazolidine-5-carboxamide ClC=1C=C(C=CC1F)[C@@H](NC(=O)[C@@H]1CNC(O1)=O)C1=CC(=NN1C)C(F)(F)F |o1:8|